(R)-(1-(4-((1-(3-(difluoromethyl)-2-fluorophenyl)ethyl)amino)-2-methyl-1,7-dioxo-1,2-dihydropyrido[3,4-d]pyridazin-6(7H)-yl)cyclopropyl)methyl-4-methylbenzenesulfonate FC(C=1C(=C(C=CC1)[C@@H](C)NC1=NN(C(C=2C1=CN(C(C2)=O)C2(CC2)COS(=O)(=O)C2=CC=C(C=C2)C)=O)C)F)F